3-(2-amino-5-(bis(4-methoxybenzyl)amino)-[1,2,4]triazolo[1,5-c]pyrimidin-7-yl)-2-fluorobenzonitrile NC1=NN2C(=NC(=CC2=N1)C=1C(=C(C#N)C=CC1)F)N(CC1=CC=C(C=C1)OC)CC1=CC=C(C=C1)OC